2-[[3-hydroxy-4-(tetrahydropyran-4-ylmethylamino)benzoyl]amino]-4-tetrahydronaphthalen-2-yl-thiophene-3-carboxylic acid OC=1C=C(C(=O)NC=2SC=C(C2C(=O)O)C2CC3=CC=CC=C3CC2)C=CC1NCC1CCOCC1